(1H-pyrrolo[2,3-b]pyridin-2-yl)(4-(2-(trifluoromethyl)phenyl)piperidin-1-yl)methanone N1C(=CC=2C1=NC=CC2)C(=O)N2CCC(CC2)C2=C(C=CC=C2)C(F)(F)F